C1(CC1)N1CCN(CC1)C1=CC=C(C=C1)C=1C=C2C(=NC1)C=C(N2C)C2=C(C=C(C=C2)S(=O)(=O)C)F 6-(4-(4-cyclopropylpiperazin-1-yl)phenyl)-2-(2-fluoro-4-(methylsulfonyl)phenyl)-1-methyl-1H-pyrrolo[3,2-b]pyridine